(S)-3-amino-3-(5-methoxy-3'-(trifluoromethoxy)biphenyl-3-yl)propionic acid ethyl ester C(C)OC(C[C@@H](C=1C=C(C=C(C1)OC)C1=CC(=CC=C1)OC(F)(F)F)N)=O